benzyl (2-(3-chlorothieno[2,3-c]pyridazin-6-yl)ethyl)carbamate ClC1=CC2=C(N=N1)SC(=C2)CCNC(OCC2=CC=CC=C2)=O